tert-butyl (R)-4-(2-(3-(3-((4-(1H-indol-3-yl)benzyl)(cyclopropyl)carbamoyl) piperidin-1-yl)phenoxy)-2-methylpropanoyl)piperazine-1-carboxylate N1C=C(C2=CC=CC=C12)C1=CC=C(CN(C(=O)[C@H]2CN(CCC2)C=2C=C(OC(C(=O)N3CCN(CC3)C(=O)OC(C)(C)C)(C)C)C=CC2)C2CC2)C=C1